3-(2-Aminoethylamino)-propylamin NCCNCCCN